(tert-butoxycarbonyl)-O-(4-methoxy-2-nitrophenyl)-L-serine C(C)(C)(C)OC(=O)N[C@@H](COC1=C(C=C(C=C1)OC)[N+](=O)[O-])C(=O)O